NOCCN(C(OC(C)(C)C)=O)C tert-Butyl 2-(aminooxy)ethyl(methyl)carbamate